5-[4-[(3S)-1-(3-fluoropropyl)pyrrolidin-3-yl]oxyphenyl]-6-(1,2,3,4-tetrahydroquinolin-6-yl)-8,9-dihydro-7H-benzo[7]annulen-2-ol FCCCN1C[C@H](CC1)OC1=CC=C(C=C1)C1=C(CCCC2=C1C=CC(=C2)O)C=2C=C1CCCNC1=CC2